butadiene methylmethacrylate COC(C(=C)C)=O.C=CC=C